C1OCCC12CCN(CC2)C2=CC=C(N)C=C2 4-(2-oxa-8-azaspiro[4.5]decane-8-yl)aniline